N1([C@@H]2[C@H](OCC1)COCC2)C2=CC=C(N=N2)C2=C(C=C(C=C2C)C)O |r| 2-[6-[rac-(4aS,8aS)-3,4a,5,7,8,8a-hexahydro-2H-pyrano[3,4-b][1,4]oxazin-1-yl]pyridazin-3-yl]-3,5-dimethyl-phenol